IC=1C(=NN2C1CN(CC2)C(=O)OC(C)(C)C)C2=CC=C(C=C2)C(F)(F)F tert-butyl 3-iodo-2-[4-(trifluoromethyl)phenyl]-6,7-dihydropyrazolo[1,5-a]pyrazine-5(4H)-carboxylate